2,2',2''-(2-(10-methylphenazin-5(10H)-yl)benzene-1,3,5-triyl)tris(benzo[d]oxazole) CN1C2=CC=CC=C2N(C=2C=CC=CC12)C1=C(C=C(C=C1C=1OC2=C(N1)C=CC=C2)C=2OC1=C(N2)C=CC=C1)C=1OC2=C(N1)C=CC=C2